3-(2,2-diphenyl-2-((tetrahydro-2H-pyran-4-yl)(((tetrahydro-2H-pyran-4-yl)methyl)thio)methoxy)acetoxy)spiro[bicyclo[3.2.1]octane-8,1'-pyrrolidin]-8-ium C1(=CC=CC=C1)C(C(=O)OC1CC2CCC(C1)[N+]21CCCC1)(OC(SCC1CCOCC1)C1CCOCC1)C1=CC=CC=C1